11-amino-[1-undecanal] NCCCCCCCCCCC=O